(2S,4R)-4-[tert-butyl-(dimethyl)silyl]oxy-2-(5-iodo-1H-imidazol-2-yl)pyrrolidine-1-carboxylic acid tert-butyl ester C(C)(C)(C)OC(=O)N1[C@@H](C[C@H](C1)O[Si](C)(C)C(C)(C)C)C=1NC(=CN1)I